N-(6S)-2-cyclopropyl-4-methyl-5-oxo-7,8-dihydro-6H-pyrazolo[1,5-a][1,3]diazepin-6-yl-1-(tetrahydropyran-3-ylmethyl)-1,2,4-triazole-3-carboxamide C1C(C1)NC(=O)C1=NN(C(=N1)[C@H]1C(N(C=2N(CC1)N=CC2)C)=O)CC2COCCC2